N-(4-chlorobenzo[d]isoxazol-3-yl)-3-(methoxymethyl)benzenesulfonamide diethyl-3,4-pyrrole-dicarboxylate C(C)C1=C(C(=C(N1)CC)C(=O)O)C(=O)O.ClC1=CC=CC2=C1C(=NO2)NS(=O)(=O)C2=CC(=CC=C2)COC